hydroxy-indanone OC1C(C2=CC=CC=C2C1)=O